ClC1=NC=C(C(=N1)NC1=C(SC=C1)C(=O)N)C(F)(F)F 3-((2-chloro-5-(trifluoromethyl)pyrimidin-4-yl)amino)thiophene-2-carboxamide